2,3-dichloro-4-(2-chloro-4-(trifluoromethoxy)phenoxy)pyridine ClC1=NC=CC(=C1Cl)OC1=C(C=C(C=C1)OC(F)(F)F)Cl